O1CC2(CCC1)OCC=1C2=NC(=CC1)C1=CN(C2=CN=C(C=C21)NC(C)=O)C N-(3-(5',6'-Dihydro-2'H,4'H,5H-Spiro[Furo[3,4-b]Pyridin-7,3'-Pyran]-2-yl)-1-Methyl-1H-Pyrrolo[2,3-c]Pyridin-5-yl)Acetamide